C1(CC1)C=1C=NC=2N(C1)C=C(N2)C2NCCC2 2-(6-cyclopropylimidazo[1,2-a]pyrimidin-2-yl)pyrrolidine